8-(6-tert-butyl-2-methylpyridin-3-yl)-6-oxo-2H,3H,4H,6H-pyrimido[2,1-b][1,3]thiazine-7-carbonitrile C(C)(C)(C)C1=CC=C(C(=N1)C)C=1N=C2SCCCN2C(C1C#N)=O